(E)-tert-butyl 3-(2-(N-((1,2,3,5,6,7-hexahydro-s-indacen-4-yl) carbamoyl) sulfamoyl) vinyl)-piperidine-1-carboxylate C1CCC2=C(C=3CCCC3C=C12)NC(=O)NS(=O)(=O)/C=C/C1CN(CCC1)C(=O)OC(C)(C)C